C(C1=CC=CC=C1)OC(=O)N1CCC(CC1)COC=1C=C(C=CC1)[C@@H]1N(C[C@H](CC1)C)C(=O)OC(C)(C)C.C(C)O[Si](C=C[Si](OCC)(OCC)OCC)(OCC)OCC 1,2-Bis(triethoxysilyl) ethylene tert-butyl (2R,5S)-2-[3-[(1-benzyloxycarbonyl-4-piperidyl)methoxy]phenyl]-5-methyl-piperidine-1-carboxylate